C([O-])[O-].[Ca+2] calcium carbonite